C1(CC1)CN1N=C(C=C(C1=O)C)NC1=NN2C(C=C(C=C2)C2=CC(=NC=C2OCC(C)(C)O)C)=C1 2-(cyclopropylmethyl)-6-[[5-[5-(2-hydroxy-2-methyl-propoxy)-2-methyl-4-pyridyl]pyrazolo[1,5-a]pyridin-2-yl]amino]-4-methyl-pyridazin-3-one